4-(difluoromethyl)-N-[4-fluoro-5-(2-morpholin-4-ylpyrimidin-5-yl)-2-[(3S,5R)-3,4,5-trimethylpiperazin-1-yl]phenyl]-6-oxo-1H-pyridine-3-carboxamide FC(C=1C(=CNC(C1)=O)C(=O)NC1=C(C=C(C(=C1)C=1C=NC(=NC1)N1CCOCC1)F)N1C[C@@H](N([C@@H](C1)C)C)C)F